2-({3-[(E)-2-{5-[(diethylamino)methyl]pyridin-2-yl}vinyl]-1H-indazol-6-yl}thio)-N-ethyl-3-fluorobenzamide C(C)N(CC)CC=1C=CC(=NC1)/C=C/C1=NNC2=CC(=CC=C12)SC1=C(C(=O)NCC)C=CC=C1F